C(C)(C)(C)C[C@H](N)C(=O)O β-t-butyl-L-alanine